2-(5-fluoro-2-((S)-tetrahydro-2H-pyran-2-yl)phenyl)-2-(3-((5-(5,6,7,8-tetrahydro-1,8-naphthyridin-2-yl)pentyl)oxy)azetidin-1-yl)acetic acid FC=1C=CC(=C(C1)C(C(=O)O)N1CC(C1)OCCCCCC1=NC=2NCCCC2C=C1)[C@H]1OCCCC1